4-(4-(3,5-difluorophenoxy)-1H-pyrrolo[2,3-b]pyridin-3-yl)pyrimidin-2-ol hydrochloride Cl.FC=1C=C(OC2=C3C(=NC=C2)NC=C3C3=NC(=NC=C3)O)C=C(C1)F